FC1=C(N=C2N(CC[C@H](N2CC(=O)N(C)OC)C(F)(F)F)C1=O)N1[C@@H](COCC1)C 2-[(S)-7-Fluoro-8-((R)-3-methylmorpholin-4-yl)-6-oxo-2-trifluoromethyl-3,4-dihydro-2H,6H-pyrimido[1,2-a]-pyrimidin-1-yl]-N-methoxy-N-methyl-acetamide